α,α-dibenzyl-γ-valerolactone C(C1=CC=CC=C1)C1(C(=O)OC(C1)C)CC1=CC=CC=C1